ClC1=C(C(=CC=C1)F)C=1C(=CC2=C(N(C(N=C2N2[C@H](CN([C@@H](C2)C)C(C=C)=O)C)=O)C=2C(=NC=CC2C)C(C)C)N1)F (M)-7-(2-Chloro-6-fluoro-phenyl)-4-[(2s,5R)-2,5-dimethyl-4-prop-2-enoyl-piperazin-1-yl]-6-fluoro-1-(2-isopropyl-4-methyl-3-pyridyl)pyrido[2,3-d]pyrimidin-2-one